N-[4-[[3-[2-[(1r,4r)-(4-aminocyclohexyl)amino]pyrimidin-4-yl]-4-pyridyl]oxy]-3-fluorophenyl]quinoline-8-sulfonamide NC1CCC(CC1)NC1=NC=CC(=N1)C=1C=NC=CC1OC1=C(C=C(C=C1)NS(=O)(=O)C=1C=CC=C2C=CC=NC12)F